1-(2,6-difluoro-4-((4-methoxybenzyl)thio)benzyl)-9-fluoro-8-methoxy-1,4-dihydro-2H-[1,3]oxazino[5,4-c]quinolin-2-one FC1=C(CN2C(OCC=3C=NC=4C=C(C(=CC4C32)F)OC)=O)C(=CC(=C1)SCC1=CC=C(C=C1)OC)F